NC=1SC=C(N1)C1C(N(CC1)C1=CC=C(C=C1)Br)=O 3-(2-Aminothiazol-4-yl)-1-(4-bromophenyl)pyrrolidin-2-one